C(#N)C=1C=C2C(=NC1)N(C=C2)C2=NC=C(C(=O)NC[C@H](C(C)(C)O)F)C(=C2)NCC=2C=NC(=CC2)C (R)-6-(5-cyano-1H-pyrrolo[2,3-b]pyridin-1-yl)-N-(2-fluoro-3-hydroxy-3-methylbutyl)-4-(((6-methylpyridin-3-yl)methyl)amino)nicotinamide